COC(=O)C1=NC2=CC(=NC=C2C=C1)Cl 7-chloro-1,6-naphthyridine-2-carboxylic acid methyl ester